[Si].[Al].[Li].[B] boron lithium aluminum silicon